7-chloro-3-((3-hydroxy-1-(3-phenylpropanoyl)pyrrolidin-3-yl)methyl)quinazolin-4(3H)-one ClC1=CC=C2C(N(C=NC2=C1)CC1(CN(CC1)C(CCC1=CC=CC=C1)=O)O)=O